N1(CC1)CCOC1=CC=C(CCNC2=NC=3N(C(=N2)N)N=C(N3)C=3OC=CC3)C=C1 N5-(4-(2-(aziridin-1-yl)ethoxy)phenethyl)-2-(furan-2-yl)-[1,2,4]triazolo[1,5-a][1,3,5]triazine-5,7-diamine